C1(CC1)CN1N=C2N(C(N(CC2=C1)C1CCN(CC1)C1=C(C=CC=C1C)F)=O)CC1=C(C=CC=C1)C(F)(F)F 2-Cyclopropylmethyl-5-[1-(2-fluoro-6-methyl-phenyl)-piperidin-4-yl]-7-(2-trifluoromethyl-benzyl)-2,4,5,7-tetrahydro-pyrazolo[3,4-d]pyrimidin-6-on